phenethylethanolamine C(CC1=CC=CC=C1)C(O)CN